C(CC(C)C)C1=CC(=C(C=C1OC)CC(C)N)OC 1-(4-isopentyl-2,5-dimethoxyphenyl)propan-2-amine